(R)-4-(3-((R)-1-aminoethyl)-5-chloro-2-ethoxy-6-fluorophenyl)pyrrolidin-2-one N[C@H](C)C=1C(=C(C(=C(C1)Cl)F)[C@H]1CC(NC1)=O)OCC